(4-(4-amino-7-(tetrahydrofuran-3-yl)-7H-pyrrolo[2,3-d]pyrimidin-5-yl)phenyl)-2-oxo-1-phenyl-1,2,4,5,6,7-hexahydropyrazolo[1,5-a]pyridine-3-carboxamide NC=1C2=C(N=CN1)N(C=C2C2=CC=C(C=C2)C2C=1N(CCC2)N(C(C1C(=O)N)=O)C1=CC=CC=C1)C1COCC1